4-((chlorosulfonyl) oxy)-2,2,3,3-tetramethylbutyl 3-chloro-2,6-dimethoxybenzoate ClC=1C(=C(C(=O)OCC(C(COS(=O)(=O)Cl)(C)C)(C)C)C(=CC1)OC)OC